C(C=1C(C(=O)[O-])=CC=CC1)(=O)[O-].C1(=CC=CC=C1)P(C1=CC=CC=C1)(C1=CC=CC=C1)P[NH2+]PP(C1=CC=CC=C1)(C1=CC=CC=C1)C1=CC=CC=C1.C1(=CC=CC=C1)P(C1=CC=CC=C1)(C1=CC=CC=C1)P[NH2+]PP(C1=CC=CC=C1)(C1=CC=CC=C1)C1=CC=CC=C1 Bis(triphenylphosphoranylphosphino)ammonium phthalate